tert-butyl 1,3,4,9-tetrahydro-2H-β-carboline-2-carboxylate C1N(CCC=2C3=CC=CC=C3NC12)C(=O)OC(C)(C)C